1,1'-azobis(cyclohexanenitrile) N(=NC1(CCCCC1)C#N)C1(CCCCC1)C#N